2,4-Di-tert-butyl-6-(4-(3-(tert-butyl)-5-(9-(5-(tert-butyl)-[1,1'-biphenyl]-2-yl)-9H-purin-8-yl)phenyl)-1-(5-(tert-butyl)[1,1'-biphenyl]-2-yl)-1H-benzo[d]imidazol-2-yl)phenol C(C)(C)(C)C1=C(C(=CC(=C1)C(C)(C)C)C1=NC2=C(N1C1=C(C=C(C=C1)C(C)(C)C)C1=CC=CC=C1)C=CC=C2C2=CC(=CC(=C2)C=2N(C1=NC=NC=C1N2)C2=C(C=C(C=C2)C(C)(C)C)C2=CC=CC=C2)C(C)(C)C)O